OC1=C(C=C(C=C1C(C)(C)C)CCC(=O)OCCCCCCCC)N1N=C2C(=N1)C=CC(=C2)Cl 2-(2'-hydroxy-3'-tert-butyl-5'-(2-Octyloxycarbonylethyl)-phenyl)-5-chlorobenzotriazole